OC[C@@H](C)NC(=O)C=1N=C(C2=CC=C(C=C2C1)OC)N1CCC(CC1)C(F)(F)F (R)-N-(1-hydroxypropan-2-yl)-6-methoxy-1-(4-(trifluoromethyl)piperidin-1-yl)isoquinoline-3-carboxamide